(S)-2-(11-(4,4-dimethylcyclohexyl)-4-ethyl-8-fluoro-4-hydroxy-3,6,14-tricarbonyl-3,4,6,11,12,14-hexahydro-1H-pyrano[3',4':6,7]indolizino[2,1-b]quinolin-9-yl)ethyl-6-aminohexanoate CC1(CCC(CC1)N1C2=C(C(C3=CC(=C(C=C13)CCOC(CCCCCN)=O)F)=C=O)C1=CC3=C(C(N1C2)=C=O)COC([C@]3(O)CC)=C=O)C